N1N=NN=C1CC[C@@H]1C[C@@H]2C[C@H](NC[C@@H]2CC1)C(=O)O (3s,4ar,6r,8ar)-6-[2-(1H-tetrazol-5-yl)ethyl]decahydroisoquinoline-3-carboxylic acid